OCCCC#CC1=C(C=CC=2N(C(N(C21)C)=O)C2C(NC(CC2)=O)=O)OC 3-[4-(5-hydroxypent-1-ynyl)-5-methoxy-3-methyl-2-oxo-benzimidazol-1-yl]piperidine-2,6-dione